COCCN1N=C2C(C(=NC=3C=C(C=CC23)C=2SC=CC2)N)=C1 2-(2-methoxyethyl)-7-(thiophen-2-yl)-2H-pyrazolo[4,3-c]Quinolin-4-amine